7-methoxy-6-(2-methoxyethoxy)quinazoline-2-carboxamide COC1=C(C=C2C=NC(=NC2=C1)C(=O)N)OCCOC